3-(pyridin-4-yl)propanamide N1=CC=C(C=C1)CCC(=O)N